(1-(2,6-dioxopiperidin-3-yl)-2-oxo-1,2-dihydrobenzo[cd]indol-4-yl)methyl (3-chloro-4-(2-(2-(methylamino)ethoxy)ethyl)phenyl)carbamate ClC=1C=C(C=CC1CCOCCNC)NC(OCC=1C=C2C3=C(C(N(C3=CC=C2)C2C(NC(CC2)=O)=O)=O)C1)=O